((2,7-dibromo-9H-fluorene-9,9-diyl)bis(4,1-phenylene)bis(propane-3,1-diyl))bis(dimethyl-arsane) BrC1=CC=2C(C3=CC(=CC=C3C2C=C1)Br)(C1=CC=C(C=C1)CCC[As](C)C)C1=CC=C(C=C1)CCC[As](C)C